5-bromo-2-(hydroxymethyl)-3,4-dihydro-2H-pyridine-1-carboxylate BrC=1CCC(N(C1)C(=O)[O-])CO